2-[3-{2-[(2s,3s)-3-fluoro-2-methyl-azetidin-1-yl]-6-(trifluoromethyl)pyrimidin-4-yl}-2-oxo-3-azabicyclo[3.1.0]hex-6-yl]acetic acid F[C@@H]1[C@@H](N(C1)C1=NC(=CC(=N1)N1C(C2C(C2C1)CC(=O)O)=O)C(F)(F)F)C